(3-(bis(3-methoxyphenyl)amino)phenyl)boronic acid COC=1C=C(C=CC1)N(C=1C=C(C=CC1)B(O)O)C1=CC(=CC=C1)OC